C(C)NC(=O)C1=NN2C(CN(CCC2)S(=O)(=O)C2=C(C=CC=C2)[N+](=O)[O-])=C1 N-ethyl-5-(2-nitrophenyl)sulfonyl-4,6,7,8-tetrahydropyrazolo[1,5-a][1,4]diazepine-2-carboxamide